(3,4-Di-fluorophenyl)boronic acid FC=1C=C(C=CC1F)B(O)O